2-hydroxy-4-(3-isopropyl-2-benzothiazolinone-6-yl)benzoic acid OC1=C(C(=O)O)C=CC(=C1)C1=CC2=C(N(C(S2)=O)C(C)C)C=C1